BrC=1C(=NC(=CC1)F)C(=O)OCC 1-Ethyl 3-bromo-6-fluoro-pyridine-2-carboxylate